C1=CC=CC2=CC3=CC=CC=C3C(=C12)CC=1C(=C2N(C(C1)=O)C(CS2)C(=O)O)OC 7-(anthracen-9-ylmethyl)-8-methoxy-5-oxo-2,3-dihydro-thiazolo[3,2-a]pyridine-3-carboxylic acid